(S)-6-(1-amino-1,3-dihydrospiro[indene-2,4'-piperidine]-1'-yl)-3-(1-(2-hydroxyphenyl)vinyl)-1,5-dihydro-4H-pyrazole N[C@@H]1C2=CC=CC=C2CC12CCN(CC2)C2=CC=CC(=C2C(=C)C2=NNCC2)O